FC(C(C(=O)OCC1=CC=CC=C1)(C)C)C=O benzyl 3-fluoro-2,2-dimethyl-4-oxobutanoate